dodecyl-dimethyl-(3-trimethoxysilylpropyl)ammonium chloride [Cl-].C(CCCCCCCCCCC)[N+](CCC[Si](OC)(OC)OC)(C)C